(S)-2-(2-(tert-butoxy)-2-oxoethyl)-3-ethylpentanoic acid C(C)(C)(C)OC(C[C@H](C(=O)O)C(CC)CC)=O